oxazepine hydrochloride Cl.O1N=CC=CC=C1